sodium beta-isodecyl aminopropionate NC(C(=O)OC(C)CCCCCC(C)C)C.[Na]